(R)-1-(3-methylmorpholinyl)ethan-1-one C[C@H]1N(CCOC1)C(C)=O